N-(1-(5-fluoro-2-((4-methoxybenzyl)oxy)phenyl)ethyl)-3-(1-methyl-1H-pyrazol-3-yl)pyrazolo[1,5-a]pyrimidin-5-amine FC=1C=CC(=C(C1)C(C)NC1=NC=2N(C=C1)N=CC2C2=NN(C=C2)C)OCC2=CC=C(C=C2)OC